p-bromophenyl-thioisocyanate BrC1=CC=C(C=C1)SN=C=O